N1C(=NC2=C1C=CC=C2)C2=C(C(=NN2CC2=CC=C(C=C2)OC)NC(C2=CC(=C(C=C2)OC)Cl)=O)Cl N-[5-(1H-benzimidazol-2-yl)-4-chloro-1-[(4-methoxyphenyl)methyl]-pyrazol-3-yl]-3-chloro-4-methoxy-benzamide